C(C)(=O)OC1=CC=C(C(=O)NC2CN(CCC2(OCC)OCC)C(=O)OC(C)(C)C)C=C1 tert-butyl 3-(4-acetoxybenzoylamino)-4,4-diethoxypiperidine-1-carboxylate